NC/C(/CN1N=CN(C1=O)CC=1SC(=CC1)C=1C=NC(=NC1)OCC)=C\F 2-[(2E)-2-(aminomethyl)-3-fluoroprop-2-en-1-yl]-4-{[5-(2-ethoxypyrimidin-5-yl)thiophen-2-yl]methyl}-2,4-dihydro-3H-1,2,4-triazol-3-one